5-{[(3R,4S)-1-[(7-ethyl-6-oxo-5H-1,5-naphthyridin-3-yl)methyl]-4-fluoropyrrolidin-3-yl]oxy}-N-methylpyridine-2-carboxamide C(C)C=1C(NC=2C=C(C=NC2C1)CN1C[C@H]([C@H](C1)F)OC=1C=CC(=NC1)C(=O)NC)=O